C(C)(C)(C)OC(=O)N\C(=N/C(=O)OC(C)(C)C)\N1CCN(CC1)C1=C(C=C(C(=O)NC2=CC=C(C=C2)N2CCN(CC2)\C(\NC(=O)OC(C)(C)C)=N\C(OC(C)(C)C)=O)C=C1)C tert-butyl ((E)-(4-(4-(4-(4-((E)-N,N'-bis(tert-butoxycarbonyl)carbamimidoyl)piperazin-1-yl)-3-methylbenzamido)phenyl)piperazin-1-yl)((tert-butoxycarbonyl)amino)methylene)carbamate